bis(2,5,6-trimethyl-indenyl)zirconium dichloride [Cl-].[Cl-].CC=1C(C2=CC(=C(C=C2C1)C)C)[Zr+2]C1C(=CC2=CC(=C(C=C12)C)C)C